2'-Chloro-5'-methoxy-N-(5-(3-methoxy-isonicotinoyl)-5,6-dihydro-4H-pyrrolo[3,4-d]thiazol-2-yl)-6-methyl-[4,4'-bipyridine]-3-carboxamide ClC1=NC=C(C(=C1)C1=C(C=NC(=C1)C)C(=O)NC=1SC2=C(N1)CN(C2)C(C2=C(C=NC=C2)OC)=O)OC